C(C1=CC=CC=C1)N(C(OC(C)(C)C)=O)C1=CC(=NC=2N1N=CC2C(C)C)Cl tert-Butyl benzyl(5-chloro-3-iso-propyl pyrazolo[1,5-a]pyrimidin-7-yl)carbamate